(1S,4R)-2-(3-bromo-2-nitrophenyl)-2-azabicyclo[2.2.1]heptan-3-one BrC=1C(=C(C=CC1)N1[C@H]2CC[C@@H](C1=O)C2)[N+](=O)[O-]